N1=C(C=CC=C1)C1CNCC1 3-(pyridin-2-yl)pyrrolidin